N-[(1-methyl-3-piperidinyl)propyl]-N,N'-bis(2-pyridinylmethyl)-1,4-benzenedimethanamine CN1CC(CCC1)CCCN(CC1=CC=C(C=C1)CNCC1=NC=CC=C1)CC1=NC=CC=C1